β-(aminoethyl)γ-aminopropylmethyldimethoxysilane NCCC(C[Si](OC)(OC)C)CN